benzyl-3-cyclopropyl-1H-pyrazole C(C1=CC=CC=C1)N1N=C(C=C1)C1CC1